4-bromo-3,5-dichlorobenzoic acid BrC1=C(C=C(C(=O)O)C=C1Cl)Cl